(4-(10-(3-(triphenylsilyl)phenyl)anthracen-9-yl)phenyl)phosphine oxide C1(=CC=CC=C1)[Si](C=1C=C(C=CC1)C1=C2C=CC=CC2=C(C2=CC=CC=C12)C1=CC=C(C=C1)[PH2]=O)(C1=CC=CC=C1)C1=CC=CC=C1